FC=1C=C(C(=NC1)OC)[C@@H]1N(C[C@@H](C1)O)C(=O)OC(C)(C)C tert-butyl (2R,4R)-2-(5-fluoro-2-methoxypyridin-3-yl)-4-hydroxypyrrolidine-1-carboxylate